3-((allyloxy)methyl)-2-chloro-5-(trifluoromethyl)pyridine C(C=C)OCC=1C(=NC=C(C1)C(F)(F)F)Cl